((((5-((2-nitrophenoxy) methyl)-1,3,4-oxadiazol-2-yl) mercapto) methyl) phenyl) acetate C(C)(=O)OC1=C(C=CC=C1)CSC=1OC(=NN1)COC1=C(C=CC=C1)[N+](=O)[O-]